FC(S(=O)(=O)C=1C=C(C=CC1)NC(CC=1N=CC2=CC=C(C=C2C1)C1=NC(=CC=C1)N1C[C@@H](O[C@@H](C1)C)C)=O)F N-(3-((difluoromethyl)sulfonyl)phenyl)-2-(6-(6-((cis)-2,6-dimethylmorpholino)pyridin-2-yl)isoquinolin-3-yl)acetamide